2-AMINOOXAZOLE-5-CARBOXYLIC ACID NC=1OC(=CN1)C(=O)O